9-(3-fluorophenyl)-2-(2-morpholinopyrimidin-5-yl)-6,7,8,9-tetrahydrobenzo[4,5]imidazo[1,2-a]pyridin-9-ol FC=1C=C(C=CC1)C1(CCCC=2N=C3N(C=C(C=C3)C=3C=NC(=NC3)N3CCOCC3)C21)O